1-(2-Chloropyridin-3-yl)-7-cyclopropyl-4-(methylamino)quinazolin-2(1H)-one ClC1=NC=CC=C1N1C(N=C(C2=CC=C(C=C12)C1CC1)NC)=O